(S)-5-((((6-(2-chloro-3-(3-chloro-2-(4-(((2-hydroxyethyl)amino)methyl)-3-methoxyphenyl)pyridin-4-yl)phenyl)-2-methoxypyridin-3-yl)methyl)amino)methyl)pyrrolidin-2-one ClC1=C(C=CC=C1C1=C(C(=NC=C1)C1=CC(=C(C=C1)CNCCO)OC)Cl)C1=CC=C(C(=N1)OC)CNC[C@@H]1CCC(N1)=O